[2-(9-(pyridin-2-yl)-6-oxaspiro[4.5]decan-9-yl)ethyl]amine N1=C(C=CC=C1)C1(CCOC2(CCCC2)C1)CCN